C(C=C)(=O)OCCOCCOCCOC(C=C)=O triethylene glycol diacrylate